C(C)(C)(C)OC(=O)N1[C@@H](CN([C@H](C1)C=O)CC1=CC=CC=C1)C (2r,5r)-4-benzyl-5-formyl-2-methylpiperazine-1-carboxylic acid tert-butyl ester